FCCCCSC1=C(C=C(C=C1OC)C(C)N)OC (4-((4-fluorobutyl)thio)-3,5-dimethoxyphenyl)ethanamine